4-(6-(benzyloxy)-2-phenyl-1,2,3,4-tetrahydroisoquinolin-1-yl)phenol C(C1=CC=CC=C1)OC=1C=C2CCN(C(C2=CC1)C1=CC=C(C=C1)O)C1=CC=CC=C1